4-[(1R)-1-[(3S)-3-methyl-2,5-dioxo-1-trityl-pyrrolidin-3-yl]ethyl]benzaldehyde C[C@@]1(C(N(C(C1)=O)C(C1=CC=CC=C1)(C1=CC=CC=C1)C1=CC=CC=C1)=O)[C@H](C)C1=CC=C(C=O)C=C1